ClC=1C=NC=C(C1[C@@H](C)OC=1C=C2C(=NNC2=CC1)C=1C=NC(=C(C#N)C1)N1CC2(C1)CN(C2)CC(F)(F)F)Cl (R)-5-(5-(1-(3,5-dichloropyridin-4-yl)ethoxy)-1H-indazol-3-yl)-2-(6-(2,2,2-trifluoroethyl)-2,6-diazaspiro[3.3]heptan-2-yl)nicotinonitrile